4-((2-acrylamido-3-chloropyridin-4-yl)oxy-3-fluorophenyl)-1-phenyl-5-(trifluoromethyl)-1H-Imidazole-4-carboxamide C(C=C)(=O)NC1=NC=CC(=C1Cl)OC1=C(C=CC=C1F)C1(N=CN(C1C(F)(F)F)C1=CC=CC=C1)C(=O)N